C([C@@H]1CO1)OCC1=CC=CC=C1 (S)-benzyl glycidyl ether